2-(3-methoxy-4-sulfamoylphenyl)acetic Acid COC=1C=C(C=CC1S(N)(=O)=O)CC(=O)O